COC1=C(C=NC=C1)C1=CC2=C(C(=N1)C)C=NN2C2=CC(=CC(=N2)N[C@H]2COCC2)N2[C@@H]([C@H](C2)CS(=O)(=O)C)C 6-(6-(4-methoxypyridin-3-yl)-4-methyl-1H-pyrazolo[4,3-c]pyridin-1-yl)-4-((2R,3S)-2-methyl-3-((methylsulfonyl)methyl)azetidin-1-yl)-N-((R)-tetrahydrofuran-3-yl)pyridin-2-amine